C(C)(=O)N[C@H]1CN(CCC1)C=1N=NC(=C(N1)NC1=CC(=C(C=C1)N1CCN(CC1)CC1CCN(CC1)C1=CC=C(C=C1)N1C(NC(CC1)=O)=O)F)C(=O)N (R)-3-(3-acetamidopiperidin-1-yl)-5-((4-(4-((1-(4-(2,4-dioxotetrahydropyrimidin-1(2H)-yl)phenyl)piperidin-4-yl)methyl)piperazin-1-yl)-3-fluorophenyl)amino)-1,2,4-triazine-6-carboxamide